N-(2-aminophenyl)-2-(5-chloro-2-methoxyphenyl)-2-(1-oxoisoindol-2-yl)acetamide NC1=C(C=CC=C1)NC(C(N1C(C2=CC=CC=C2C1)=O)C1=C(C=CC(=C1)Cl)OC)=O